NCC1=NNC(C2=C(C=C(C=C12)C=1C=NN(C1C1=C(C#N)C(=CC=C1)OCC)C)F)=O 2-(4-(4-(aminomethyl)-8-fluoro-1-oxo-1,2-dihydrophthalazin-6-yl)-1-methyl-1H-pyrazol-5-yl)-6-ethoxybenzonitrile